ethyl-di-(3-octyl)phosphine tert-butyl-N-[(1S)-1-[(2S,4R)-4-hydroxy-2-[[(1S)-1-[4-(2-methylpyrazol-3-yl)phenyl]ethyl]carbamoyl]pyrrolidine-1-carbonyl]-2,2-dimethyl-propyl]carbamate C(C)(C)(C)OC(N[C@@H](C(C)(C)C)C(=O)N1[C@@H](C[C@H](C1)O)C(N[C@@H](C)C1=CC=C(C=C1)C=1N(N=CC1)C)=O)=O.C(C)P(C(CC)CCCCC)C(CC)CCCCC